sodium hydrogencarbonate C(O)([O-])=O.[Na+]